N[C@@H]1C[C@@H](N(CC1)C(=O)OC(C)(C)C)C cis-tert-butyl 4-amino-2-methylpiperidine-1-carboxylate